N'-(3-(chloromethyl)benzoyl)-2-methyl-[1,1'-biphenyl]-3-carboxylic acid hydrazide ClCC=1C=C(C(=O)NNC(=O)C=2C(=C(C=CC2)C2=CC=CC=C2)C)C=CC1